ClC=1C(=C(C=CC1Cl)NC1=NC=NC2=CC=C(C=C12)C1CN(CCC1)C(C#C)=O)F 1-(3-(4-((3,4-dichloro-2-fluorophenyl)amino)quinazolin-6-yl)piperidin-1-yl)prop-2-yn-1-one